NCC1=CC=CC(N1)=O 6-(aminomethyl)-1,2-dihydropyridin-2-one